5-(2-fluoro-6-methylphenyl)-3-(2-(1-hydroxylprop-2-yl)-1,2,3,4-tetrahydroisoquinolin-7-yl)-1H-pyrazolo[4,3-c]pyridazin-6(5H)-one FC1=C(C(=CC=C1)C)N1N=C2C(=CC1=O)NN=C2C2=CC=C1CCN(CC1=C2)C(CO)C